Cl.NCCC1=CC=C(C=C1)S(=O)(=O)F 4-(2-Aminoethyl)benzensulfonyl fluoride hydrochloride